C(C1=CC=CC=C1)OC1=C2C[C@H](N(CC2=CC=C1OC)C1=NC=NC2=CC=CC=C12)C(=O)OC Methyl (S)-5-(benzyloxy)-6-methoxy-2-(quinazolin-4-yl)-1,2,3,4-tetrahydroisoquinoline-3-carboxylate